FC1(CC2(C1)CCN(CC2)C=2C=C(C=C1C=C(C=NC21)C(=O)N[C@@H](CO)C)OC)F (R)-8-(2,2-difluoro-7-azaspiro[3.5]nonan-7-yl)-N-(1-hydroxypropan-2-yl)-6-methoxyquinoline-3-carboxamide